7-bromo-6-chloro-8-fluoroquinoline-3-carboxylic Acid BrC1=C(C=C2C=C(C=NC2=C1F)C(=O)O)Cl